N=1CC(C=C2C1C=CC=C2)=O pyrido-cyclohexen-3-one